C1(CCCCCC1)C(=O)OC(CSCCCCCC(N(CCCCO[Si](C(C)(C)C)(C1=CC=CC=C1)C1=CC=CC=C1)C)CCCCCOC(C(CCCCCCCC)CCCCCC)=O)CCCCCC 10-(5-((2-hexyldecanoyl)oxy)pentyl)-2,2,9-trimethyl-3,3-diphenyl-4-oxa-16-thia-9-aza-3-silatetracosan-18-yl cycloheptane-carboxylate